5-amino-N-methyl-N-((1R,4S)-1-methyl-7-(trifluoromethyl)isochroman-4-yl)-1-((2-(trimethylsilyl)ethoxy)methyl)-6,8-dihydro-1H-furo[3,4-d]pyrrolo[3,2-b]pyridine-2-carboxamide NC1=C2C(=C3C(=N1)C=C(N3COCC[Si](C)(C)C)C(=O)N([C@@H]3CO[C@@H](C1=CC(=CC=C31)C(F)(F)F)C)C)COC2